[2-(4-chlorophenyl)imidazo[1,2-a]pyridin-3-yl]methyl-[piperazin-1-yl][6-(2,2,2-trifluoroethoxy)pyridin-2-yl]methanone ClC1=CC=C(C=C1)C=1N=C2N(C=CC=C2)C1CC=1C(=NC(=CC1)OCC(F)(F)F)C(=O)N1CCNCC1